OC1=C(C(N(C=C1)C)=O)NC(N[C@@H](CC(=O)O)C=1C=C(C=C(C1)C)C1=CC(=CC=C1)OC)=O (S)-3-(3-(4-hydroxy-1-methyl-2-oxo-1,2-dihydropyridin-3-yl)ureido)-3-(3'-methoxy-5-methylbiphenyl-3-yl)propanoic acid